tetramethyl-ammonium chloride salt [Cl-].C[N+](C)(C)C